FC(CC[Si](Cl)(Cl)Cl)(F)F trifluoropropyl-trichlorosilane